FC=1C=C2C=3C(=C(C=NC3C1)C(=O)OCC)NC1C(N2)CCCC1 ethyl 5-fluoro-7,7a,8,9,10,11,11a,12-octahydrobenzo[2,3][1,4]diazepino[5,6,7-de]quinoline-1-carboxylate